tert-Butyl 4-(2-(2-chloro-N-(4-methoxybenzyl)acetamido)-1-hydroxyethyl)piperidine-1-carboxylate ClCC(=O)N(CC1=CC=C(C=C1)OC)CC(O)C1CCN(CC1)C(=O)OC(C)(C)C